C(C)O[P@@](=O)(OC1=C(C(=C(C(=C1F)F)F)F)F)N[C@@H](C)C(=O)OC(C)C isopropyl ((R)-ethoxy(perfluorophenoxy)phosphoryl)-L-alaninate